C1(=CCCCC1)C1=NC(=CC2=C1N=CN(C2=O)[C@H](CO)C)C2=NC=C(C=C2)C(F)(F)F (S)-8-(cyclohex-1-en-1-yl)-3-(1-hydroxy-prop-2-yl)-6-(5-(trifluoromethyl)pyridin-2-yl)pyrido[3,4-d]pyrimidin-4(3H)-one